COC(=O)C1=CC=2N=CNC2S1 thieno[3,2-d]imidazole-5-carboxylic acid methyl ester